[C@H]12CN(C[C@H](CC1)N2)C2=NC(=NC1=CC(=CC=C21)C2=C1C=NNC1=CC(=C2Cl)C)OC[C@]21CCCN1C[C@@H](C2)F 4-((1R,5S)-3,8-diazabicyclo[3.2.1]octan-3-yl)-7-(5-chloro-6-methyl-1H-indazol-4-yl)-2-(((2R,7aS)-2-fluorotetrahydro-1H-pyrrolizin-7a(5H)-yl)methoxy)quinazoline